6-bromo-1-methyl-7-(naphthalen-1-ylmethyl)-5-oxo-8-(3-(trifluoromethyl)phenyl)-1,2,3,5-tetrahydroimidazo[1,2-a]pyridine-3-carboxylic acid BrC1=C(C(=C2N(C1=O)C(CN2C)C(=O)O)C2=CC(=CC=C2)C(F)(F)F)CC2=CC=CC1=CC=CC=C21